3-(6-hydroxy-1,2,3,4-tetrahydronaphthalen-2-yl)cyclopentan-1-one OC=1C=C2CCC(CC2=CC1)C1CC(CC1)=O